Cl.COC(=O)C1=NC=C(C(=C1)C=1OC2=C(N1)C=C(C=C2)N)OC 4-(5-aminobenzo[d]oxazol-2-yl)-5-methoxypyridinecarboxylic acid methyl ester hydrochloride